4-fluorenylmethoxycarbonyl-amino-N-(4-(3-tertbutyloxycarbonyl-thioureido)butyl)butanamide (S)-methyl-2-(3-(5-(trifluoromethyl)pyridin-2-yloxy)pyrrolidin-1-yl)benzoate COC(C1=C(C=CC=C1)N1C[C@H](CC1)OC1=NC=C(C=C1)C(F)(F)F)=O.C1(=CC=CC=2C3=CC=CC=C3CC12)COC(=O)CCC(C(=O)NCCCCNC(=S)NC(=O)OC(C)(C)C)N